FC(OC1=C(C=CC(=C1)N1CCC(CC1)N1CCNCC1)NC1=NC=C(C=N1)C(F)(F)F)F 2-((2-(difluoromethoxy)-4-(4-(piperazin-1-yl)piperidin-1-yl)phenyl)amino)-5-(trifluoromethyl)pyrimidin